CC=1C=C(C=CC1)C=1N=C(SC1C1=CC(=NC=C1)NCCC1=CC=CC=C1)C1=CC=C(C=C1)S(=O)(=O)C N-[4-[4-(3-methylphenyl)-2-(4-methylsulfonylphenyl)-1,3-thiazol-5-yl]-2-pyridinyl]-N-(2-phenylethyl)amine